(trans)-5-(4-(trifluoromethyl)phenyl)-6,6a,7,8,9,10-hexahydro-5H-pyrido[1,2-a]quinoxaline-8-carboxamide FC(C1=CC=C(C=C1)N1C[C@H]2N(C=3C=CC=CC13)CC[C@H](C2)C(=O)N)(F)F